Cl.CN1C=C(C2=CC=CC=C12)C=1C(NC(C1C1=CN(C2=CC=CC=C12)C1CCNCC1)=O)=O 3-(1-methylindol-3-yl)-4-[1-(piperidin-4-yl)indol-3-yl]-1H-pyrrole-2,5-dione hydrochloride